(3-formyl-phenyl)quinoline C(=O)C=1C=C(C=CC1)C1=NC2=CC=CC=C2C=C1